BrC=1C(=CC(=C(C1)NC(OC(C)(C)C)=O)C=O)F tert-butyl (5-bromo-4-fluoro-2-formylphenyl)carbamate